FC=1C(=C(C=CC1)C1C2=C(NC(=C1C(=O)OC)C)COC2=O)C(=C)C methyl 4-(3-fluoro-2-(prop-1-en-2-yl) phenyl)-2-methyl-5-oxo-1,4,5,7-tetrahydrofuro[3,4-b]pyridine-3-carboxylate